(R)-5-(piperazine-1-carbonyl)pyrrolidin-2-one N1(CCNCC1)C(=O)[C@H]1CCC(N1)=O